tert-Butyl (R)-3-((2-chloro-4-fluorophenyl)sulfonamido)-1-oxa-8-azaspiro[4.5]decane-8-carboxylate ClC1=C(C=CC(=C1)F)S(=O)(=O)N[C@H]1COC2(C1)CCN(CC2)C(=O)OC(C)(C)C